CNCCS(=O)(=O)[O-].[Mg+2].CNCCS(=O)(=O)[O-] magnesium methyltaurate